N-(2-bromoethyl)acetamide BrCCNC(C)=O